N[C@H]1[C@H]2CC[C@@H](C1)N2C=2N(C(C1=C(N2)NN=C1C1=C(C2=C(N=C(S2)C)C=C1)Cl)=O)C 6-((1R,2R,4S)-2-amino-7-aza-bicyclo[2.2.1]heptan-7-yl)-3-(7-chloro-2-methyl-benzo[d]thiazol-6-yl)-5-methyl-1,5-dihydro-4H-pyrazolo[3,4-d]pyrimidin-4-one